ClC=1C=C(C=NC1N1N=CC=N1)NC(=O)C=1N=CN(C1C)C1=C2C=CC=NC2=CC=C1 N-(5-chloro-6-(2H-1,2,3-triazol-2-yl)pyridin-3-yl)-5-methyl-1-(quinolin-5-yl)-1H-imidazole-4-carboxamide